[Mn].[Ta].[Sn] tin-tantalum manganese